NC1=C(C(=NN1C(C)C)C=1C=NC(=CC1)C(C(=O)NC1=CC(=NO1)CC(C)(C)C)C)C(=O)N 5-Amino-3-[6-[2-[[3-(2,2-dimethylpropyl)isoxazol-5-yl]amino]-1-methyl-2-oxo-ethyl]-3-pyridyl]-1-isopropyl-pyrazole-4-carboxamide